2'-Chloro-5-cyano-6'-cyclopropyl-[2,4'-bipyridine]-3-carboxylic acid methyl ester COC(=O)C=1C(=NC=C(C1)C#N)C1=CC(=NC(=C1)C1CC1)Cl